potassium lauryl-ethylene glycol C(CCCCCCCCCCC)C(CO)O.[K]